(2S,4aS,4bS,6aR,7S,7aS,8aR,8bS,8cR,10aS)-2-ethyl-4a,6a-dimethyl-7-((2R,5R)-6,6,6-trifluoro-5-hydroxy-5-methylhexan-2-yl)octadecahydrocyclopropa[4,5]cyclopenta[1,2-a]phenanthren-2-ol C(C)[C@@]1(CC[C@@]2([C@H]3CC[C@]4([C@H]([C@@H]3CC[C@H]2C1)[C@H]1[C@@H]([C@@H]4[C@H](C)CC[C@@](C(F)(F)F)(C)O)C1)C)C)O